N-(5-(3,5-difluorobenzyl)-1H-indazol-3-yl)-4-(piperazin-1-yl)benzamide FC=1C=C(CC=2C=C3C(=NNC3=CC2)NC(C2=CC=C(C=C2)N2CCNCC2)=O)C=C(C1)F